C(C)C1=NC(=CC=C1N1C[C@H](CC(C1)(F)F)CC(=O)O)C=1N=NN(C1COC1=CN(N=CC1=O)CCC)C (S)-2-(1-(2-ethyl-6-(1-methyl-5-(((5-oxo-2-propyl-2,5-dihydropyridazin-4-yl)oxy)methyl)-1H-1,2,3-triazol-4-yl)pyridin-3-yl)-5,5-difluoropiperidin-3-yl)acetic acid